C(C)(C)(C)C1=CC=C(C=C1)P(=O)(C1=CC=C(C=C1)C(C)(C)C)F di(4-tert-butylphenyl)phosphoryl fluoride